C1(=CC=CC=C1)SC1=CC=C(C=C1)C(C(CCCCCC)=O)=O 1-[4-(phenylthio)phenyl]octane-1,2-Dione